CN1C[C@@H](CCC1)NC1=NN=C(C2=CC=CC=C12)C1=C(C=C(C=C1)O)O 4-(4-{[(3R)-1-methylpiperidin-3-yl]amino}phthalazin-1-yl)benzene-1,3-diol